N-(4-fluoro-3-methyl-phenyl)-N-methyl-3-[6-(propanoylamino)-3-pyridyl]imidazo[1,2-a]pyridine-6-carboxamide FC1=C(C=C(C=C1)N(C(=O)C=1C=CC=2N(C1)C(=CN2)C=2C=NC(=CC2)NC(CC)=O)C)C